tert-butyl N-[2-[2-[2-(2-aminoethoxy)-ethoxy]ethoxy]-ethyl]carbamate NCCOCCOCCOCCNC(OC(C)(C)C)=O